NC1=NC2=C(C=3N1N=C(N3)C=3OC=CC3)C=NN2C(C(=O)NCCNC)(C)C2=CC=CC=C2 2-(5-amino-2-(furan-2-yl)-7H-pyrazolo[4,3-e][1,2,4]triazolo[1,5-c]pyrimidin-7-yl)-N-(2-(methylamino)ethyl)-2-phenylpropanamide